C(C)NCCS(=O)C1=CC=CC=C1 N-ethyl-2-(phenylsulfinyl)ethylamine